O[C@H]1[C@@H](O)[C@H](O)[C@H](O)CO1 β-D-arabinopyranose